N-(4-aminophenyl)-4-nitrobenzenesulfonamide NC1=CC=C(C=C1)NS(=O)(=O)C1=CC=C(C=C1)[N+](=O)[O-]